N-[2-[[(5S)-5-[4-Methyl-3-[3-(trifluoromethyl)phenoxy]phenyl]-4,5-dihydroisoxazol-3-yl]sulfanyl]ethyl]acetamide CC1=C(C=C(C=C1)[C@@H]1CC(=NO1)SCCNC(C)=O)OC1=CC(=CC=C1)C(F)(F)F